N-tert-butyl-4-[[2-(3,4-dichlorophenyl)acetyl]amino]pyridine-2-carboxamide C(C)(C)(C)NC(=O)C1=NC=CC(=C1)NC(CC1=CC(=C(C=C1)Cl)Cl)=O